(R)-4-(2-oxooxazolidin-3-yl)-3-(4-chlorophenyl)-N-((R)-1-(6-(methoxy)pyridazin-3-yl)ethyl)-4,5-dihydro-1H-pyrazol-1-carboxamide O=C1OCCN1[C@H]1C(=NN(C1)C(=O)N[C@H](C)C=1N=NC(=CC1)OC)C1=CC=C(C=C1)Cl